N(=C=O)CCCCCCCCCN=C=O 1,9-diisocyanatononane